C1=CC=CC=2C3=CC=CC=C3C(C12)COC(=O)N[C@H](C(=O)N[C@H](C(=O)OC(C)(C)C)CCC(C=[N+]=[N-])=O)CCC1=CC=CC=C1 tert-Butyl (S)-2-((S)-2-((((9H-fluoren-9-yl)methoxy)carbonyl)amino)-4-phenylbutanamido)-6-diazo-5-oxohexanoate